S1C(=NC2=C1C=CC=C2)C(=O)C2CCNCC2 benzo[d]thiazol-2-yl-(piperidin-4-yl)methanone